(R)-4-((tert-butyldiphenylsilyl)oxy)-2-(7-chloro-4-oxoquinazolin-3(4H)-yl)-N-(4-(1-methyl-1H-pyrazol-3-yl)phenyl)butanamide [Si](C1=CC=CC=C1)(C1=CC=CC=C1)(C(C)(C)C)OCC[C@H](C(=O)NC1=CC=C(C=C1)C1=NN(C=C1)C)N1C=NC2=CC(=CC=C2C1=O)Cl